C(C)(C)(C)C1N(CCN(C1)CC#C)C(=O)OC(C(C)C)C1=CC=CC=C1 Phenyl-2-methylpropanol Tert-butyl-4-prop-2-ynylpiperazine-1-carboxylate